O=C1C2CN(C(C1)CC2)C2=C(C=O)C=CC=C2 2-(2-oxo-5-azabicyclo[2.2.2]oct-5-yl)benzaldehyde